CCC=CC=CC hepta-3,5-diene